3-(2-bromophenyl)butyric acid BrC1=C(C=CC=C1)C(CC(=O)O)C